CN1N=C(C(=C1)NCC1=NC=C(C=C1)C(F)(F)F)C 1,3-Dimethyl-N-((5-(trifluoromethyl)pyridin-2-yl)methyl)-1H-pyrazol-4-amine